C1(=CC=CC=C1)PC1=CC=C(C=C1)Cl phenyl-(4-chlorophenyl)phosphine